(((2R)-1-acetyl-4-(2,2-difluorobenzo[d][1,3]dioxol-5-yl)pyrrolidine-2-carboxamido)methyl)-N-(4,4-difluorocyclohexyl)-N-methylpyridineamide C(C)(=O)N1[C@H](CC(C1)C1=CC2=C(OC(O2)(F)F)C=C1)C(=O)NCC=1C(=NC=CC1)C(=O)N(C)C1CCC(CC1)(F)F